[Pd].ClC1=C([C-](C=C1P(C1=CC=CC=C1)C1=CC=CC=C1)P(C1=CC=CC=C1)C1=CC=CC=C1)Cl.[CH-]1C=CC=C1.[Fe+2] dichloro[1,4-bis(diphenylphosphino)ferrocene] palladium